FC(C=1C=C(C=C(C1)C(F)(F)F)C1=CC=C(C=C1)C=1C(=[N+](C2=CC(=C(C=C2C1OCOC(=O)OCC)Cl)OC)[O-])C)(F)F 3-(3',5'-bis(trifluoromethyl)-[1,1'-biphenyl]-4-yl)-6-chloro-4-(((ethoxycarbonyl)oxy)methoxy)-7-methoxy-2-methylquinoline 1-oxide